(R)-N-(3-(N-(1-aminocyclobutane-1-carbonyl)-S-methylaminosulfinyl)phenyl)-5-chloro-2-((6-fluoro-2-methylpyridin-3-yl)oxy)-4-(trifluoromethyl)benzamide NC1(CCC1)C(=O)N([S@](=O)C=1C=C(C=CC1)NC(C1=C(C=C(C(=C1)Cl)C(F)(F)F)OC=1C(=NC(=CC1)F)C)=O)C